BrC1=CC2=C(N=C(S2)CN)C=C1 (6-bromo-1,3-benzothiazol-2-yl)methylamine